C1(CC1)C#CC1=CC(=C2C(NC(=NC2=C1)CSC1CCN(CC1)C1CCN(CC1)C1=C(C=C(C=C1)NC1C(NC(CC1)=O)=O)F)=O)F 3-((4-(4-(((7-(cyclopropylethynyl)-5-fluoro-4-oxo-3,4-dihydroquinazolin-2-yl)methyl)thio)-[1,4'-bipiperidin]-1'-yl)-3-fluorophenyl)amino)piperidine-2,6-dione